COC(=O)C1=NC=C(N=C1)NC1=NNC(=C1)C1=C2C(=NC=C1OCCCN)CCO2 5-({5-[6-(3-Aminopropoxy)-2,3-dihydrofuro[3,2-b]pyridin-7-yl]-1H-pyrazol-3-yl}amino)pyrazine-2-carboxylic acid methyl ester